(2-methoxy-2-oxoethyl)-4-nitrothiophene-2-carboxylic acid methyl ester COC(=O)C=1SC=C(C1CC(=O)OC)[N+](=O)[O-]